3-(1,3-benzothiazole-7-sulfonyl)-1-[5-(trifluoromethyl)-1',2',3',6'-tetrahydro-[2,4'-bipyridin]-1'-yl]propan-1-one S1C=NC2=C1C(=CC=C2)S(=O)(=O)CCC(=O)N2CCC(=CC2)C2=NC=C(C=C2)C(F)(F)F